FC=1C=C(C=C(C1)SC)[C@@H]1N(CCC1)C=1C=CC=2N(N1)C(=CN2)C(=O)N 6-[(2R)-2-[3-fluoro-5-(methylthio)phenyl]pyrrolidin-1-yl]imidazo[1,2-b]pyridazine-3-carboxamide